N-Ethylisoquinolin-1(2H)-one C(C)N1C(C2=CC=CC=C2C=C1)=O